COCCN(C=1N=C(C2=C(N1)C(=NC(=N2)N(CCOC)CCOC)N2CCN(CC2)C2=NN(C=N2)C)N(C)CC=2C=C(C(=O)N)C=CC2)CCOC 3-(((2,6-bis(bis(2-methoxyethyl)amino)-8-(4-(1-methyl-1H-1,2,4-triazol-3-yl)piperazin-1-yl)pyrimido[5,4-d]pyrimidin-4-yl)(methyl)amino)methyl)benzamide